6-(piperidin-4-yl)-2,6-diazaspiro[3.3]heptane-2-carboxylic acid tert-butyl ester C(C)(C)(C)OC(=O)N1CC2(C1)CN(C2)C2CCNCC2